(1S,2S)-N-(6-(((R)-1-(6-cyclopropyl-8-(methylsulfonyl)imidazo[1,2-a]pyridin-2-yl)ethyl)amino)-2-methylpyrimidin-4-yl)-2-(4-methylpyrimidin-2-yl)cyclopropane-1-carboxamide C1(CC1)C=1C=C(C=2N(C1)C=C(N2)[C@@H](C)NC2=CC(=NC(=N2)C)NC(=O)[C@@H]2[C@H](C2)C2=NC=CC(=N2)C)S(=O)(=O)C